NC1=NC=C(C2=C1C=NN2)NC(C(N2[C@H](CN([C@@H](C2)C)C(=O)C2(CC2)C(F)(F)F)C=2C=CC1=C(N=CS1)C2)=O)=O |r| N-(4-amino-1H-pyrazolo[4,3-c]pyridin-7-yl)-2-oxo-2-[rac-(2S,5R)-2-(1,3-benzothiazol-5-yl)-5-methyl-4-[1-(trifluoromethyl)cyclopropanecarbonyl]piperazin-1-yl]acetamide